4-((1-(2-(4-(2,6-difluorophenyl)piperidin-1-yl)phenyl)ethyl)sulfonyl)-N,N-dimethylbenzenesulfonamide FC1=C(C(=CC=C1)F)C1CCN(CC1)C1=C(C=CC=C1)C(C)S(=O)(=O)C1=CC=C(C=C1)S(=O)(=O)N(C)C